FC(C1=NC=CC(=C1)C1=NOC(=C1)[C@H](C)N1C(C2=CC=CC=C2C1=O)=O)(F)F 2-[(1S)-1-[3-[2-(trifluoromethyl)-4-pyridyl]isoxazol-5-yl]ethyl]isoindoline-1,3-dione